Quinoline-7-carboxylic acid N1=CC=CC2=CC=C(C=C12)C(=O)O